NCC(C)(CN)CN 1,1,1-tris(Aminomethyl)ethan